CC=1C(=NC(=CC1)C(=O)NC=1C(=NN(C1)C)N1CCCCC1)C=1C=NC=CC1 methyl-N-(1-methyl-3-(piperidin-1-yl)-1H-pyrazol-4-yl)-[2,3'-bipyridine]-6-carboxamide